N-[(3R,6S)-6-{[2-(5-{2-[(3R,5S)-3,5-Dimethylmorpholine-4-carbonyl]-4-fluorophenoxy}pyrimidin-4-yl)-2,7-diazaspiro[3.5]nonan-7-yl]methyl}oxan-3-yl](cyclopropylamino)sulfonamide C[C@H]1N([C@H](COC1)C)C(=O)C1=C(OC=2C(=NC=NC2)N2CC3(C2)CCN(CC3)C[C@@H]3CC[C@H](CO3)NS(=O)(=O)NC3CC3)C=CC(=C1)F